7-morpholino-5-(3-phenyl-1H-pyrazol-1-yl)furo[3,2-b]pyridine O1CCN(CC1)C1=C2C(=NC(=C1)N1N=C(C=C1)C1=CC=CC=C1)C=CO2